phenyl (4-cyano-2-fluorophenyl)carbamate C(#N)C1=CC(=C(C=C1)NC(OC1=CC=CC=C1)=O)F